6-[(2S)-2-aminopropyl]-2-chloro-5-fluoro-7-methyl-N-[(1,3-thiazol-2-yl)methyl]-7H-pyrrolo[2,3-d]pyrimidin-4-amine hydrochloride Cl.N[C@H](CC1=C(C2=C(N=C(N=C2NCC=2SC=CN2)Cl)N1C)F)C